CS(=O)(=O)CCN=S(C1=CC=C(OCC2CN(CC2C)CCC=2C=C(C#N)C=CC2)C=C1)(=O)C 3-{2-[3-[(4-{[(2-methanesulfonylethyl)imino](methyl)oxo-λ6-sulfanyl}phenoxy)methyl]-4-methylpyrrolidin-1-yl]ethyl}benzonitrile